(3-([1,1'-biphenyl]-3-ylethynyl)-1H-indazol-5-yl)(3-(dimethylamino)pyrrolidin-1-yl)methanone C1(=CC(=CC=C1)C#CC1=NNC2=CC=C(C=C12)C(=O)N1CC(CC1)N(C)C)C1=CC=CC=C1